2-(2,2-Dimethyl-5-nitro-3H-benzofuran-6-yl)propane-1,3-diol CC1(OC2=C(C1)C=C(C(=C2)C(CO)CO)[N+](=O)[O-])C